N-ethyl-6-fluoro-5-(piperazin-1-yl)pyridineamide C(C)NC(=O)C1=NC(=C(C=C1)N1CCNCC1)F